Tert-Butyl 3-bromo-2-ethyl-1H-indole-1-carboxylate BrC1=C(N(C2=CC=CC=C12)C(=O)OC(C)(C)C)CC